C(#N)C(C(=O)NC([O-])=O)NNC1=CC(=C(C(=C1)Cl)OC=1C=C2CCN(C(C2=CC1)=O)CC1CCOCC1)Cl (2-cyano-2-(2-(3,5-dichloro-4-((1-oxo-2-((tetrahydro-2H-pyran-4-yl)methyl)-1,2,3,4-Tetrahydroisoquinolin-6-yl)oxy)phenyl)hydrazino)acetyl)carbamate